C(C)(C)(C)N1C[C@@H](CC1)OCCCCC(C)=O (R)-tert-butyl-3-(5-oxohexyloxy)pyrrolidine